N-(2-(4-(4,4,5,5-tetramethyl-1,3,2-dioxaborolan-2-yl)phenyl)propan-2-yl)acrylamide CC1(OB(OC1(C)C)C1=CC=C(C=C1)C(C)(C)NC(C=C)=O)C